C12(CC3CC(CC(C1)C3)C2)N2CC3=CC=CC(=C3CC2)C(CC(=O)O)C2=C(C3=C(N(N=N3)C)C=C2)C 3-[2-(adamantan-1-yl)-1,2,3,4-tetrahydroisoquinolin-5-yl]-3-(1,4-dimethylbenzotriazol-5-yl)propionic acid